C(C)OC=1C(CCC1)=O ethoxycyclopent-2-en-1-one